C(C)(C)(C)C1=CC(=CC(=C1O)C(C)(C)C)CN(C)C 2,6-di-tert-butyl-alpha-(dimethylamino)-p-cresol